C(C1=CC=CC=C1)N[P@](OC1C2=CC=CC=C2C=2C=CC=CC12)(=O)C1=CC(=CC=C1)OC 9H-Fluoren-9-yl (S)-N-benzyl-P-(3-methoxyphenyl)phosphonamidate